O[C@H]1[C@@H](O)[C@H](O)[C@H](O)[C@H](O1)CO β-D-altropyranose